cyclopropane-carboxamide C1(CC1)C(=O)N